OCCCC1CCC1 3-hydroxypropyl-cyclobutane